BrC=1C=C(C(=NC1)CO)CO (5-bromopyridine-2,3-diyl)dimethanol